allylphenoxyacetic acid C(C=C)C(C(=O)O)OC1=CC=CC=C1